1-[3-(benzyloxy)-2-formylphenyl]piperidine-4-carboxylic acid C(C1=CC=CC=C1)OC=1C(=C(C=CC1)N1CCC(CC1)C(=O)O)C=O